C(C)OC(=O)C=1OC2=C(C1C(F)(F)F)C(C(C1(CCC1)C2)=CO)=O 5-(hydroxymethylene)-4-oxo-3-(trifluoromethyl)-4,7-dihydro-5H-spiro[[1]benzofuran-6,1'-cyclobutane]-2-carboxylic acid ethyl ester